CC(C)CCC[C@@H](C)[C@H]1CC[C@H]2[C@@H]3CC=C4C[C@H](CC[C@]4(C)[C@H]3CC[C@]12C)OC(CCCCCCC(=O)OC(C[NH+](C)C)COC(CCCCCCC\C=C/CCCCCCCC)=O)\C=C/CCCCCCCC 8-[(3beta)-cholest-5-en-3-yloxy]-N,N-dimethyl-2,3-bis(oleoyloxy)propan-1-aminium